CN1N=C2C=CC=C(C2=C1)[C@@H](C=1N=NN(C1)C1(CC1)C(F)(F)F)NC=1C=C2C(=C(C=NC2=C(C1)C#N)C#N)NCC(C)(C)C (S)-6-(((2-methyl-2H-indazol-4-yl)(1-(1-(trifluoromethyl)cyclopropyl)-1H-1,2,3-triazol-4-yl)methyl)amino)-4-(neopentylamino)quinoline-3,8-dicarbonitrile